C[C@H]1CC[C@@H](N(C1)C(C(=O)NC=1C=C(C=NC1)C(=O)N)=O)C1=NN(C=C1)C1=NNC=C1 5-[[2-[(2R,5S)-5-methyl-2-[1-(1H-pyrazol-3-yl)pyrazol-3-yl]-1-piperidyl]-2-oxo-acetyl]amino]pyridine-3-carboxamide